COC1=C(CN(S(=O)(=O)C2=C(C=C(C=C2F)N2C[C@](CCC2)(CCC2=CC(=CC=C2)C(F)(F)F)N(C)CC)F)C2=NC=NC=C2)C=CC(=C1)OC (R)-N-(2,4-dimethoxybenzyl)-4-(3-(ethyl(methyl)amino)-3-(3-(trifluoromethyl)phenethyl)piperidin-1-yl)-2,6-difluoro-N-(pyrimidin-4-yl)benzenesulfonamide